FC1=C(C=CC=C1)CN1N=C(N=N1)C=1C=C(C=CC1NC1=CC=C(C=C1)C(F)(F)F)S(=O)(=O)NC 3-[2-[(2-Fluorophenyl)methyl]tetrazol-5-yl]-N-methyl-4-[4-(trifluoromethyl)anilino]benzenesulfonamide